CN(CC([2H])([2H])C1=CNC=2C=CC=C(C12)O)C 3-(2-(dimethylamino)ethyl-1,1-d2)-1H-indol-4-ol